[Br-].C(CCCCCCCCCCCCCCC)[N+](C)(C)C Cetyltrimethyl-ammonium bromid